tert-butyl 3-(3-chloro-5-cyclopropyl-5H-pyrrolo[3,2-c]pyridazin-6-yl)pyrrolidine-1-carboxylate ClC1=CC2=C(N=N1)C=C(N2C2CC2)C2CN(CC2)C(=O)OC(C)(C)C